7-amino-3-(cyclobutylmethyl)-2-methyl-5-(methylthio)pyrazolo[1,5-a]pyrimidine-6-carbonitrile NC1=C(C(=NC=2N1N=C(C2CC2CCC2)C)SC)C#N